FC(S(=O)(=O)N[C@H]1[C@@H](CC1)NC(CC1=NC=C2C=CC(=NC2=C1)C1=NC(=CC=C1)N1C[C@@H](O[C@@H](C1)C)C)=O)F N-((1R,2R)-2-((difluoromethyl)sulfonamido)cyclobutyl)-2-(2-(6-((cis)-2,6-dimethylmorpholino)pyridin-2-yl)-1,6-naphthyridin-7-yl)acetamide